C(CCC)C1CS(C2=C(N(C1)C1=CC=C(C=C1)F)C=C(C(=C2)O)SCC)(=O)=O 3-butyl-7-(ethylsulfanyl)-5-(4-fluorophenyl)-8-hydroxy-2,3,4,5-tetrahydro-1,5-benzothiazepine 1,1-dioxide